tert-butyl 4-(4-(3-fluoro-6,7-dihydro-5H-pyrrolo[3,4-b]pyridine-6-carboxamido) phenyl)-3,6-dihydropyridine-1(2H)-carboxylate FC=1C=C2C(=NC1)CN(C2)C(=O)NC2=CC=C(C=C2)C=2CCN(CC2)C(=O)OC(C)(C)C